O=C1OCCN1[C@@H]1C(=NN(C1)C(=O)N[C@H](C)C1=CC(=C(C=C1)OC)OC)C1=CC=C(C=C1)C (S)-4-(2-oxooxazolidin-3-yl)-3-(4-methylphenyl)-N-((R)-1-(3,4-dimethoxyphenyl)ethyl)-4,5-dihydro-1H-pyrazole-1-carboxamide